The molecule is a pyrrolizine alkaloid that is produced by several Jacobaea and Senecio species. It has a role as a Jacobaea metabolite. It is a macrocyclic lactone, a tertiary amino compound, a tertiary alcohol, a pyrrolizine alkaloid, an organic heterobicyclic compound, a spiro-epoxide and an enone. C[C@@H]1C[C@]2([C@@H](O2)C)C(=O)O[C@@H]3CCN(C/C=C(\\C3=O)/COC(=O)[C@]1(C)O)C